(1R,3S)-3-(5-((2-((3-amino-2,2-difluorobutoxy)methyl)pyridin-4-yl)amino)-1-(tert-butyl)-1H-pyrazol-3-yl)cyclopentyl (4-nitrophenyl) carbonate C(O[C@H]1C[C@H](CC1)C1=NN(C(=C1)NC1=CC(=NC=C1)COCC(C(C)N)(F)F)C(C)(C)C)(OC1=CC=C(C=C1)[N+](=O)[O-])=O